2-(3-morpholinopropoxy)-5,8-dihydropyrido[3,4-d]pyrimidine-7(6H)-carboxylate O1CCN(CC1)CCCOC=1N=CC2=C(N1)CN(CC2)C(=O)[O-]